NC1C[C@H](N(C(C1)C)C)C(=O)OC Methyl (2S)-4-amino-1,6-dimethylpiperidine-2-carboxylate